4-((3,3-difluorocyclobutyl)amino)-N-(3-hydroxybutyl)-6-(1H-pyrazol-4-yl)quinoline-3-carboxamide FC1(CC(C1)NC1=C(C=NC2=CC=C(C=C12)C=1C=NNC1)C(=O)NCCC(C)O)F